C1(CC1)C=1NC(=NN1)C1CC2(CN(C2)C(=O)N2CC3(CN(C3)S(=O)(=O)C3=CC(=CC=C3)C(F)(F)F)C2)C1 [6-(5-cyclopropyl-4H-1,2,4-triazol-3-yl)-2-azaspiro[3.3]heptan-2-yl]-[2-[3-(trifluoromethyl)phenyl]sulfonyl-2,6-diazaspiro[3.3]heptan-6-yl]methanone